FC=1C=C(NC=2SC(=C(N2)C(=O)OC)C)C=C(C1)F methyl 2-(3,5-difluoroanilino)-5-methyl-thiazole-4-carboxylate